(3R,5aS,6R,8aS,9R,10R,12R,12aR)-N-(furan-2-yl)-3,6,9-trimethyldecahydro-12H-3,12-epoxypyrano[4,3-j][1,2]benzodioxepin-10-carboxamide O1C(=CC=C1)NC(=O)[C@H]1[C@@H]([C@@H]2CC[C@H]([C@@H]3CC[C@]4(OO[C@]32[C@H](O1)O4)C)C)C